N1C=CC2=C(C=CC=C12)CNC([C@H](C)NC([C@H](C)NC(OC(C)(C)C)=O)=O)=O tert-butyl ((S)-1-(((S)-1-(((1H-indol-4-yl)methyl)amino)-1-oxopropan-2-yl)amino)-1-oxopropan-2-yl)carbamate